2-bromo-5-(trifluoromethyl)benzene-1-sulfonyl chloride BrC1=C(C=C(C=C1)C(F)(F)F)S(=O)(=O)Cl